3-(4-amino-3-fluorophenyl)-1-cyclopropyl-N-(2,4-dimethoxybenzyl)-1H-pyrrolo[3,2-c]pyridin-4-amine NC1=C(C=C(C=C1)C1=CN(C2=C1C(=NC=C2)NCC2=C(C=C(C=C2)OC)OC)C2CC2)F